C(C)(C)(C)C=1C=C(C=CC1F)C=1N=NC(=C2C1SC=C2)Cl 7-(3-(tert-butyl)-4-fluorophenyl)-4-chlorothieno[2,3-d]pyridazine